C[C@H]1N(CCOC1)C1=CC(=C2C(=N1)C(=NS2)C2=CC=NN2C2OCCCC2)C2(CCCCC2)C#N 1-{5-[(3R)-3-methylmorpholin-4-yl]-3-[1-(oxan-2-yl)-1H-pyrazol-5-yl]-[1,2]thiazolo[4,5-b]pyridin-7-yl}cyclohexane-1-carbonitrile